CC1(OC(=CCO1)C)C 2,2,6-trimethyl-1,3-dioxin